6-(1,4-dimethyl-1H-pyrazol-5-yl)-5-fluoropyridin-3-amine CN1N=CC(=C1C1=C(C=C(C=N1)N)F)C